tert-butyl (S)-2-((tert-butoxycarbonyl)amino)-4-(1-hydroxy-3-(methoxycarbonyl)ureido)butanoate C(C)(C)(C)OC(=O)N[C@H](C(=O)OC(C)(C)C)CCN(C(=O)NC(=O)OC)O